[Na+].ClC1=CC=C(C(=O)C2=CC=C(OC(C(=O)[O-])(C)C)C=C2)C=C1 2-[4-(4-chlorobenzoyl)phenoxy]-2-methyl-propionic acid sodium salt